3-(1-oxo-5-((2-(3-(2-(trifluoromethyl)pyridin-4-yl)azetidin-1-yl)cyclohexyl)oxy)isoindolin-2-yl)piperidine-2,6-dione O=C1N(CC2=CC(=CC=C12)OC1C(CCCC1)N1CC(C1)C1=CC(=NC=C1)C(F)(F)F)C1C(NC(CC1)=O)=O